3,3,7,7-tetramethoxy-5,5-bis((trimethoxysilyl)methyl)-2,8-dioxa-3,7-disilanonane CO[Si](OC)(CC(C[Si](OC)(OC)OC)(C[Si](OC)(OC)OC)C[Si](OC)(OC)OC)OC